4-(2-((2-(2,6-dioxopiperidin-3-yl)-1-oxoisoindolin-4-yl)oxy)ethyl)benzaldehyde O=C1NC(CCC1N1C(C2=CC=CC(=C2C1)OCCC1=CC=C(C=O)C=C1)=O)=O